(1r,3s)-1-(2-fluoropyridin-4-yl)-3-methylcyclobutan-1-ol FC1=NC=CC(=C1)C1(CC(C1)C)O